4'-(1,3-butadiene-1,3-diyl) bis(4,1-phenylenedilaurate) C1(=CC=C(C=C1)CCCCCCCCCCCC(=O)OC=CC(=C)OC(CCCCCCCCCCCC1=CC=C(C=C1)CCCCCCCCCCCC(=O)[O-])=O)CCCCCCCCCCCC(=O)[O-]